4,4-bis(octyloxy)butane C(CCCCCCC)OC(CCC)OCCCCCCCC